tert-butyl (3R,4R)-4-[{[3,5-bis(trifluoromethyl)phenyl](methyl)carbamoyl}(methyl)amino]-3-(4-fluorophenyl)piperidine-1-carboxylate FC(C=1C=C(C=C(C1)C(F)(F)F)N(C(=O)N([C@H]1[C@@H](CN(CC1)C(=O)OC(C)(C)C)C1=CC=C(C=C1)F)C)C)(F)F